BrN1C2(N3C(=C(C=CC3=O)C)C1=O)CCC1(CC2)C(C1)(F)F bromo-2,2-difluoro-8''-methyl-2''H-dispiro[cyclopropan-1,1'-cyclohexane-4',3''-imidazo[1,5-a]pyridin]-1'',5''-dione